7-(furan-2-yl)-3,4-dihydro-2H-1-benzopyran O1C(=CC=C1)C1=CC2=C(CCCO2)C=C1